C(C=CC1=CC=CC=C1)(=O)C(CC1=CC=CC=C1)CC 2-cinnamoyl-1-phenylbutane